7-Bromo-2-methylquinazolin-4(3H)-one BrC1=CC=C2C(NC(=NC2=C1)C)=O